6-(4-(4-(2,4-dioxotetrahydropyrimidin-1(2H)-yl)benzyl)piperazin-1-yl)-2-(4-phenoxyphenyl)nicotinamide O=C1N(CCC(N1)=O)C1=CC=C(CN2CCN(CC2)C2=NC(=C(C(=O)N)C=C2)C2=CC=C(C=C2)OC2=CC=CC=C2)C=C1